CC1=C(C=C(C=C1)C=1C=NC(=CC1)CCN1CCN(CC1)C)N(C=1SC=C(N1)C(=O)OCC)CCC Ethyl 2-((2-methyl-5-(6-(2-(4-methylpiperazin-1-yl)ethyl)pyridin-3-yl)phenyl)(propyl)amino)thiazole-4-carboxylate